ClC1=C2C(NC(=NC2=C(C=C1)Cl)NC(C)C)=O 5,8-dichloro-2-(isopropylamino)quinazoline-4(3H)-One